O=C1C(=NOC=C1)C(=O)[O-] oxooxazinate